N-([1,1'-Biphenyl]-4-ylmethyl)-6-phenyl-3-(2-pyridinyl)-1,2,4-triazin-5-amine C1(=CC=C(C=C1)CNC=1N=C(N=NC1C1=CC=CC=C1)C1=NC=CC=C1)C1=CC=CC=C1